COC(=O)C=1C=2N=C(C=NC2C(=CC1)N1C[C@H](N([C@H](C1)C)C(=O)OC(C)(C)C)C)O.FC=1C=CC=C(NC=2C(C(N=CC2)=O)=NNC=2SC=NN2)C1F 5,6-difluoroanilino-3-(2-(1,3,4-thiadiazol-2-yl)hydrazono)pyridin-2-one methyl-8-[(3R,5S)-4-tert-butoxycarbonyl-3,5-dimethyl-piperazin-1-yl]-3-hydroxy-quinoxaline-5-carboxylate